FC1(CC=C(CC1)C1=NC(=CC=C1F)C#C)F 2-(4,4-difluorocyclohex-1-en-1-yl)-6-ethynyl-3-fluoropyridine